C(C)(C)C1=NC2=C(N1)C=CC=C2C2=CC=C(C=C2)C=2CCCCC2 2-isopropyl-4-(2',3',4',5'-tetrahydro-[1,1'-biphenyl]-4-yl)-1H-benzo[d]Imidazole